C(CC)OC=1C(=CSC1)C=1N=NN(C1)C1C(NC(CC1)=O)=O 3-[4-(4-propoxythiophen-3-yl)-1H-1,2,3-triazol-1-yl]piperidine-2,6-dione